8-(3-aminopropyl)-3-hydroxy-6H-benzo[c]chromen-6-one hydrochloride Cl.NCCCC=1C=CC2=C(C(OC3=CC(=CC=C23)O)=O)C1